(1R,3aS,6aR)-2-(9-acetamido-9H-fluorene-9-carbonyl)-N-((R)-4-hydroxy-3-oxo-1-((S)-2-oxopyrrolidin-3-yl)butan-2-yl)octahydrocyclopenta[c]pyrrole-1-carboxamide C(C)(=O)NC1(C2=CC=CC=C2C=2C=CC=CC12)C(=O)N1[C@H]([C@H]2[C@@H](C1)CCC2)C(=O)N[C@H](C[C@H]2C(NCC2)=O)C(CO)=O